ClC=1N=NC=C(C1)CC1=CC(=CC(=C1)C(F)(F)F)F 3-chloro-5-(3-fluoro-5-(trifluoromethyl)benzyl)pyridazine